CC(C)(C)S(=O)NC(C=C)(CCC=C)C=1C=NC=CC1 2-methyl-N-(3-(pyridin-3-yl)hepta-1,6-dien-3-yl)propane-2-sulfinamide